7-(pyridin-4-yl)isoquinoline N1=CC=C(C=C1)C1=CC=C2C=CN=CC2=C1